1-methoxy-4-(trifluoromethoxy)benzene COC1=CC=C(C=C1)OC(F)(F)F